tert-butyl (4-(3-(1,3-dioxoisoindolin-2-yl)-1-hydroxypropyl) pyridin-2-yl)carbamate O=C1N(C(C2=CC=CC=C12)=O)CCC(O)C1=CC(=NC=C1)NC(OC(C)(C)C)=O